thiophene S,S-dioxide S1(C=CC=C1)(=O)=O